N-propyl-3-piperidinyl-1-propylamine C(CC)NCCCN1CCCCC1